ClC1=C(C=C(C=C1)B(O)O)C 4-chloro-3-methylphenylboronic acid